(2S)-2-(tert-butoxycarbonylamino)-3-(1-methyl-5-nitro-benzimidazol-2-yl)propanoate C(C)(C)(C)OC(=O)N[C@H](C(=O)[O-])CC1=NC2=C(N1C)C=CC(=C2)[N+](=O)[O-]